CC=1C(=C(C=C(C1)B1OC(C(O1)(C)C)(C)C)C1(COC1)O)C#CC 3-(3-methyl-2-(prop-1-yn-1-yl)-5-(4,4,5,5-tetramethyl-1,3,2-dioxaborolan-2-yl)phenyl)oxetan-3-ol